C(C)S(=O)(=O)C1=NN2C(N=CC=C2N2N=C(C=C2C)C(F)(F)F)=C1C1=NN2C(N(C(=CC2=N1)C(F)(F)F)C)=O 2-(2-(ethylsulfonyl)-7-(5-methyl-3-(trifluoromethyl)-1H-pyrazol-1-yl)pyrazolo[1,5-a]pyrimidin-3-yl)-6-methyl-7-(trifluoromethyl)-[1,2,4]triazolo[1,5-c]pyrimidin-5(6H)-one